C(C)(=O)O[C@@H]1CN(CC[C@H]1NC1=NN2C(C=N1)=C(N=C2C(C)C)I)C(=O)OC(C)(C)C tert-butyl (3R,4R)-3-(acetyloxy)-4-({5-iodo-7-isopropylimidazo[4,3-f][1,2,4]triazin-2-yl}amino)piperidine-1-carboxylate